C1=C(C=CC2=CC=CC=C12)N(C1=CC=CC=C1)C1=C(C(=C(C=C1)N(C1=CC=CC=C1)C1=CC=CC=C1)N(C1=CC2=CC=CC=C2C=C1)C1=CC=CC=C1)N(C1=CC2=CC=CC=C2C=C1)C1=CC=CC=C1 tris{N-(2-naphthyl)-N-phenylamino}-triphenylamine